OC1=NC(=NN1)CCCCCCCCCCCC1=NNC(=N1)O 3,3'-undecamethylenebis(5-hydroxy-1,2,4-triazole)